BrC1=C(C=C(C=C1)C(C1=NOC(=N1)CC(C(=O)O)=C)(F)F)Cl ((3-((4-bromo-3-chlorophenyl)difluoromethyl)-1,2,4-oxadiazol-5-yl)methyl)acrylic acid